FC(C)(F)C1=NC=CC(=N1)NC1=CC(=NC=C1C=1SC(=NN1)N1CCOCC1)NC(C)=O N-(4-((2-(1,1-difluoroethyl)pyrimidin-4-yl)amino)-5-(5-morpholino-1,3,4-thiadiazol-2-yl)pyridin-2-yl)acetamide